(±)-rel-(3S,4R)-4-(4-((5-methoxy-7-methyl-1H-indol-4-yl)oxy)-1-(2,2,2-trifluoroethyl)piperidin-3-yl)benzoic acid COC=1C(=C2C=CNC2=C(C1)C)O[C@H]1[C@H](CN(CC1)CC(F)(F)F)C1=CC=C(C(=O)O)C=C1 |r|